N-(2,6-difluorobenzoyl)-N'-(4-tert-butylphenyl)urea FC1=C(C(=O)NC(=O)NC2=CC=C(C=C2)C(C)(C)C)C(=CC=C1)F